3-[2-[(E,3R)-5-[5-(Benzenesulfonamido)-2-fluorophenyl]-3-hydroxypent-4-enoxy]phenyl]propanoic acid C1(=CC=CC=C1)S(=O)(=O)NC=1C=CC(=C(C1)/C=C/[C@@H](CCOC1=C(C=CC=C1)CCC(=O)O)O)F